C1(=CCCCCCCC1)C1=CCCCCCCC1 trans-bicyclononene